C(C)N(CCOCC(=O)[O-])CCOC1=CC=C(C=C1)OC1=C(C=CC2=CC(=CC=C12)O)C1=CC=C(C=C1)S(=O)(=O)C 2-(2-(ethyl(2-(4-((6-hydroxy-2-(4-(methylsulfonyl)phenyl)naphthalen-1-yl)oxy)phenoxy)ethyl)amino)ethoxy)acetate